C1(CC1)N1N=CC(=C1)[C@H]1CN(C[C@H](O1)C)C=1N=C(C2=C(C(N(N=C2)C)=O)N1)C1=C(C=C(C=C1)F)F 2-[(2S,6R)-2-(1-cyclopropylpyrazol-4-yl)-6-methyl-morpholin-4-yl]-4-(2,4-difluorophenyl)-7-methyl-pyrimido[4,5-d]pyridazin-8-one